O[C@@H]1C[C@H](N(C1)C(=O)OC(C)(C)C)COC Tert-butyl (2S,4R)-4-hydroxy-2-(methoxymethyl)pyrrolidine-1-carboxylate